C(C1=CC=CC=C1)OC1=C(N(N=C1C)CC)C=1OC(=C(N1)N1N=C(C=2C1=CN=C(C2)C)C(NCC2=C(C=C(C=C2)OC)OC)=O)C(=O)O 2-(4-benzyloxy-2-ethyl-5-methyl-pyrazol-3-yl)-4-[3-[(2,4-dimethoxyphenyl)methylcarbamoyl]-5-methyl-pyrazolo[3,4-C]pyridin-1-yl]oxazole-5-carboxylic acid